C(C1=CC=CC=C1)S(=O)(=O)N1CC(C(CC1)(O)C1=CC(=CC=C1)OC)CN(C([2H])([2H])[2H])C 1-(Benzylsulfonyl)-4-(3-methoxyphenyl)-3-((methyl(methyl-d3)amino)methyl)piperidin-4-ol